N1=C(NC=2C=NC=CC21)C2=NNC1=CN=CC=C12 3-(3H-imidazo[4,5-C]pyridine-2-yl)-1H-pyrazolo[3,4-C]pyridine